CN1N=C(C=C1)C1=NC(=NC=2CCC(CC12)NC(OC(C)(C)C)=O)C1=CC=CC=C1 tert-butyl (4-(1-methyl-1H-pyrazol-3-yl)-2-phenyl-5,6,7,8-tetrahydroquinazolin-6-yl)carbamate